6-(1-(4-fluorophenyl)ethyl)-N,N,3-trimethyl-5-((2-(pyrrolidin-1-yl)ethyl)amino)pyrazine-2-carboxamide FC1=CC=C(C=C1)C(C)C1=C(N=C(C(=N1)C(=O)N(C)C)C)NCCN1CCCC1